N[C@H]1COC2=C(C1)C(=CC(=C2F)N2CC1CCC(C2)N1C(=O)OC(C)(C)C)F tert-butyl 3-[(3R)-3-amino-5,8-difluoro-3,4-dihydro-2H-1-benzopyran-7-yl]-3,8-diazabicyclo[3.2.1]octane-8-carboxylate